BrC=1C=CC(=C(C1)CN1N=C(C=C1)NC(C1=C(C=CC=C1F)F)=O)OCC1=CC=CC=C1 N-[1-({5-bromo-2-[(phenylmethyl)oxy]phenyl}methyl)-1H-pyrazol-3-yl]-2,6-difluorobenzamide